1-(5-((1-(pyridin-2-ylmethyl)piperidin-4-yl)methyl)pyrazolo[1,5-a]pyridin-3-yl)dihydropyrimidine-2,4(1H,3H)-dione N1=C(C=CC=C1)CN1CCC(CC1)CC1=CC=2N(C=C1)N=CC2N2C(NC(CC2)=O)=O